4,4-difluoro-2-(1-methylpyrazol-4-yl)butanoic acid FC(CC(C(=O)O)C=1C=NN(C1)C)F